F[C@@H]1C[C@]2(CCCN2C1)COC1=NC2=C(C(=C(C=C2C(=N1)N1C[C@@H]2CC[C@H](CC1)N2)Cl)C2=CC(=CC1=CC=CC=C21)O)F 4-(2-{[(2R,7aR)-2-fluoro-hexahydro-1H-pyrrolizin-7a-yl]methoxy}-6-chloro-4-[(1S,6R)-3,9-diazabicyclo[4.2.1]nonan-3-yl]-8-fluoroquinazolin-7-yl)naphthalen-2-ol